ClC1=NC=CC(=C1F)I 2-chloro-3-fluoro-4-iodo-pyridine